O1COC2=C1C=C1C=CC3(C1=C2)CCC(CC3)C(=O)[O-] spiro[cyclohexane-1,5'-indeno[5,6-d][1,3]dioxole]-4-carboxylate